C1OCC12CC(C2)C2=NNC(=C2)NC([C@H](C)C=2C=NN(C2)C2=CC(=CC(=C2)F)C#N)=O (R)-N-(3-(2-oxaspiro[3.3]heptan-6-yl)-1H-pyrazol-5-yl)-2-(1-(3-cyano-5-fluorophenyl)-1H-pyrazol-4-yl)propanamide